2-(1-cyclopropyl-6-fluoro-1H-indol-4-yl)-6-fluoro-4-(piperidine-1-carbonyl)-1,2-dihydroisoquinolin-1-one C1(CC1)N1C=CC2=C(C=C(C=C12)F)N1C(C2=CC=C(C=C2C(=C1)C(=O)N1CCCCC1)F)=O